4'-((1-methyl-1H-pyrazol-4-yl)methyl)-N-(1-methylcyclopropyl)-5'-oxo-4,4',5,5'-tetra-hydro-1'H,2H-spiro[furan-3,2'-imidazo[1,2-a]quinazoline]-7'-sulfonamide CN1N=CC(=C1)CN1C=2N(C3=CC=C(C=C3C1=O)S(=O)(=O)NC1(CC1)C)CC1(N2)COCC1